CC1(C(C1)CC1C(C2(CC2C1)C)(C)C)CO (1-methyl-2-((1,2,2-trimethylbicyclo[3.1.0]hexan-3-yl)methyl)cyclopropyl)-methanol